O1CCC(CC1)NC(=O)C=1NC=C(C1)C1=NC(=NC=C1C(F)(F)F)N[C@@H]1CNCCC1 N-(oxan-4-yl)-4-(2-{[(3S)-piperidin-3-yl]amino}-5-(trifluoromethyl)pyrimidin-4-yl)-1H-pyrrole-2-carboxamide